(R)-3,4-dihydro-1H-[1,4]oxazin O1CCNC=C1